1-(isothiocyanatomethyl)-3-(4-(methylsulfinyl)butyl)benzen N(=C=S)CC1=CC(=CC=C1)CCCCS(=O)C